ClC=1C(=C(C=CC1F)[C@@H]1N(OCC1)C1=CC(=NC=N1)NC=1C(=CC(=C(C1)NC(C=C)=O)N1CCC(CC1)N1CCOCC1)OC)F N-(5-((6-((R)-3-(3-chloro-2,4-difluorophenyl)isoxazolidine-2-yl)pyrimidine-4-yl)amino)-4-methoxy-2-(4-morpholinopiperidine-1-yl)phenyl)acrylamide